2-(4-chloro-3-fluorophenoxy)-N-(3-{2-[rac-(2R,4R)-6-chloro-4-hydroxy-3,4-dihydro-2H-1-benzopyran-2-carbonyl]hydrazinecarbonyl}bicyclo[1.1.1]pentan-1-yl)acetamide ClC1=C(C=C(OCC(=O)NC23CC(C2)(C3)C(=O)NNC(=O)[C@@H]3OC2=C([C@@H](C3)O)C=C(C=C2)Cl)C=C1)F |r|